C\C(=C/CC1=C(C=C(C=C1O)CCC)O)\CCC=C(C)C 2-[(2E)-3,7-dimethylocta-2,6-dienyl]-5-propylbenzene-1,3-diol